ClC=1C=C2C(=C(N(C2=CC1)C(C1=CC=CC=C1)C1=CC=CC=C1)CCNS(=O)(=O)CC1=CC(=C(C=C1)Cl)Cl)CCOC1=CC=C(C(=O)O)C=C1 4-{2-[5-chloro-2-(2-{[(3,4-dichlorobenzyl)sulfonyl]amino}-ethyl)-1-(diphenylmethyl)-1H-indol-3-yl]ethoxy}benzoic acid